p-(2-chloroethyl)-α-methylstyrene ClCCC1=CC=C(C(=C)C)C=C1